1-methyl-1-propylpyrrolidinium trifluoromethanesulfonate FC(S(=O)(=O)[O-])(F)F.C[N+]1(CCCC1)CCC